FC1=C(C(=O)[O-])C=CC=C1 fluorobenzoate